FC=1C=C(C=O)C=C(C1O)OC 3-Fluoro-4-hydroxy-5-methoxy-benzaldehyde